((3-(2-(dimethyl-amino)ethyl)-4-(phosphono-oxy)-1H-indol-1-yl)methyl)phosphonic acid CN(CCC1=CN(C2=CC=CC(=C12)OP(=O)(O)O)CP(O)(O)=O)C